C1(=CC=CC=C1)[C@@H]1[C@H](C1)NC(=O)[C@@H]1CN(C[C@H]1C(N[C@@H]1[C@H](C1)C1=CC=CC=C1)=O)C(=O)C1=CC=C(C(=O)N2CC[C@@H](C2)C(N[C@@H]2[C@H](C2)C2=CC=CC=C2)=O)C=C1 (3S,4S)-1-(4-((3S,4S)-3,4-bis-(((1S,2R)-2-phenyl-cyclopropyl)carbamoyl)-pyrrolidine-1-carbonyl)benzoyl)-4-(((1S,2R)-2-phenyl-cyclopropyl)-carbamoyl)pyrrolidine